O=C1N(CCOC1)C(=O)OC(C)(C)C tertbutyl 3-oxomorpholine-4-carboxylate